O=C(CCC(C(=O)N)NC(=O)C1=NNC=N1)C(=O)N 5-oxo-2-(1H-1,2,4-triazole-3-carboxamido)hexanediamide